N-(4-chlorophenyl)-1-(6-nitropyridin-2-yl)-1H-indol-4-amine ClC1=CC=C(C=C1)NC=1C=2C=CN(C2C=CC1)C1=NC(=CC=C1)[N+](=O)[O-]